7-Ethyl-3-[(1-{[(3R,4R)-1-(3-fluorobenzyl)-3-phenylpiperidin-4-yl]carbonyl}-4-hydroxypiperidin-4-yl)methyl]-3,7-dihydro-4H-pyrrolo[2,3-d]pyrimidin-4-one C(C)N1C=CC2=C1N=CN(C2=O)CC2(CCN(CC2)C(=O)[C@H]2[C@@H](CN(CC2)CC2=CC(=CC=C2)F)C2=CC=CC=C2)O